FC1=C(C(=O)NCC=2N=NN(C2)C(CC2=CC3=CC=CC=C3C=C2)CC(NO)=O)C=CC(=C1F)F 2,3,4-Trifluoro-N-[1-(1-hydroxycarbamoylmethyl-2-naphthalen-2-yl-ethyl)-1H-[1,2,3]triazol-4-ylmethyl]-benzamide